CC1(C(C1(C)C)C(=O)OCC1=C(C(=CC(=C1CC)F)F)CC)C 2,6-diethyl-3,5-difluorobenzyl 2,2,3,3-tetramethylcyclopropanecarboxylate